(Z,Z)-α-Farnesene CC(C)=CCC\C(\C)=C/C\C=C(\C)/C=C